7-[2-amino-4-(pyrrolidin-1-ylmethyl)phenyl]sulfanyl-N,N,1-tris[(2,4-dimethoxyphenyl)methyl]-2-(ethoxymethyl)-6-methyl-imidazo[4,5-c]pyridin-4-amine NC1=C(C=CC(=C1)CN1CCCC1)SC=1C2=C(C(=NC1C)N(CC1=C(C=C(C=C1)OC)OC)CC1=C(C=C(C=C1)OC)OC)N=C(N2CC2=C(C=C(C=C2)OC)OC)COCC